C(#N)C1=CC=C(COC2=CC=CC(=N2)C2=CC(=C(CC3=NC4=C(N3[C@@H]3COCC3(C)C)C=C(C=C4)C(=O)O)C=C2F)F)C=C1 (S)-2-(4-(6-((4-cyanobenzyl)oxy)pyridin-2-yl)-2,5-difluorobenzyl)-1-(4,4-dimethyltetrahydrofuran-3-yl)-benzimidazole-6-carboxylic acid